4-chloro-3-cyano-7-fluoro-thieno[3,2-c]pyridin ClC1=NC=C(C2=C1C(=CS2)C#N)F